ClC=1C(=C(C=CC1)C(C)N(CCN)C1CC1)F N1-(1-(3-chloro-2-fluorophenyl)ethyl)-N1-cyclopropylethane-1,2-diamine